C(C)OC(COC=1C=NC=CC1C1=C(C=2C(NCCC2N1)=O)NC1=C(C(=CC=C1)F)OC)(C)C 2-[3-(2-ethoxy-2-methylpropoxy)pyridin-4-yl]-3-(3-fluoro-2-methoxyanilino)-1,5,6,7-tetrahydro-4H-pyrrolo[3,2-c]pyridin-4-one